COC=1C(=NSC1)C(=O)O 4-methoxyisothiazole-3-carboxylic acid